C(C)N1CCN(CC1)CC1=CC=C(C=N1)NC1=NC=CC(=N1)C1=CN=C2N1C=C(C=C2)C2=CC=CC=C2 N-(6-((4-ethylpiperazin-1-yl)methyl)pyridin-3-yl)-4-(6-phenylimidazo[1,2-a]pyridin-3-yl)pyrimidin-2-amine